FC(C1=NN(C(=N1)C(=O)N1[C@H](C2=C(CC1)NC=N2)C2=NN1C(C=C(C=C1)C)=C2)C)F (R)-(3-(difluoromethyl)-1-methyl-1H-1,2,4-triazol-5-yl)(4-(5-methylpyrazolo[1,5-a]pyridin-2-yl)-6,7-dihydro-1H-imidazo[4,5-c]pyridin-5(4H)-yl)methanone